aminophenyl methylcarbamate CNC(OC1=C(C=CC=C1)N)=O